NC=1N=NC(=CC1C#C[C@@H]1CN(C[C@H]1C1=CC=NC=C1)C(=O)OC(C)(C)C)C1=C(C=CC=C1)OCOC |o1:9,13| tert-butyl rel-(3R,4R)-3-((3-amino-6-(2-(methoxymethoxy)phenyl)pyridazin-4-yl)ethynyl)-4-(pyridin-4-yl)pyrrolidine-1-carboxylate